C(C=C)(=O)N1CC(C1)CN1C(C(NC2=CC(=C(C=C12)Cl)C1=CC(=CC2=CC=CC=C12)O)=O)=O 1-((1-propenoylazetidin-3-yl)methyl)-7-chloro-6-(3-hydroxynaphthalen-1-yl)quinoxaline-2,3(1h,4h)-dione